2-[4-(3-methyl-5-pyridin-4-yl-[1,2,4]triazol-4-yl)-phenoxymethyl]-quinoline CC1=NN=C(N1C1=CC=C(OCC2=NC3=CC=CC=C3C=C2)C=C1)C1=CC=NC=C1